2-Amino-5-(trifluoromethyl)Nicotinic Acid NC1=C(C(=O)O)C=C(C=N1)C(F)(F)F